C(#N)[C@H](C[C@H]1C(NCC1)=O)NC(=O)[C@H]1N(C[C@@H]1CC)C(=O)C=1NC2=CC=CC(=C2C1)OC (2S,3S)-N-((S)-1-cyano-2-((S)-2-oxopyrrolidin-3-yl)ethyl)-3-ethyl-1-(4-methoxy-1H-indole-2-carbonyl)azetidine-2-carboxamide